N1=C(C=CC=C1)CNCC1=CC=C(C=C1)CN(C1CCCC=2C=CC=NC12)C[C@H]1NCCC1 N-(2-pyridinylmethyl)-N'-[2-(S)-pyrrolidinylmethyl]-N'-(5,6,7,8-tetrahydro-8-quinolinyl)-1,4-benzenedimethanamine